FC1=C(C=C(C=C1)N1C(=NN=C1)C=1C=C(C2=C(N(C=N2)C=2C=CC(=NC2)NC(OC)=O)C1)C)OC methyl N-[5-[6-[4-(4-fluoro-3-methoxy-phenyl)-1,2,4-triazol-3-yl]-4-methyl-benzimidazol-1-yl]-2-pyridyl]carbamate